2-chloro-1-fluoro-3-((4-nitrophenoxy)methyl)benzene ClC1=C(C=CC=C1COC1=CC=C(C=C1)[N+](=O)[O-])F